1-(1-methylcyclopropyl)-N-((5-((trimethylsilyl)ethynyl)pyridin-2-yl)methyl)methylamine CC1(CC1)CNCC1=NC=C(C=C1)C#C[Si](C)(C)C